C(C)(C)(C)OC(=O)C1=CC(=C(C=C1)C=1CCN(CC1)C(=O)OC(C)(C)C)F tert-butyl 4-(4-(tert-butoxycarbonyl)-2-fluorophenyl)-3,6-dihydropyridine-1(2H)-carboxylate